CC1=C(C=CC=C1C(F)(F)F)[C@@H](C)NC=1C2=C(N=CN1)NC(C(=C2)N2CCN(CC2)C(=O)OC(C)(C)C)=O tert-butyl (R)-4-(4-((1-(2-methyl-3-(trifluoromethyl)phenyl)ethyl)amino)-7-oxo-7,8-dihydropyrido[2,3-d]pyrimidin-6-yl)piperazine-1-carboxylate